C(C1=CC=CC=C1)N1CCC(CC1)(C#N)NC1=C(C=CC=C1)Br 1-benzyl-4-(2-bromoanilino)piperidine-4-carbonitrile